FC1=CC=C(C=N1)NC(C(=O)C1=C(C(=C(N1C)C)C(=O)NC1=CC(=C(C(=C1)F)F)F)C)=O 5-(2-((6-fluoropyridin-3-yl)amino)-2-oxoacetyl)-1,2,4-trimethyl-N-(3,4,5-trifluorophenyl)-1H-pyrrole-3-carboxamide